[(2S)-4-benzylpiperazine-2-yl]methanol dihydrochloride Cl.Cl.C(C1=CC=CC=C1)N1C[C@H](NCC1)CO